S1C=NC2=C1C1=C(C(NN=C1)=O)N2 4,6-dihydro-5H-thiazolo[5',4':4,5]Pyrrolo[2,3-d]Pyridazin-5-one